FC1=C(C=CC(=C1)S(=O)(=O)C(F)(F)F)CN1CC2(C1)CNC2 2-[[2-fluoro-4-(trifluoromethyl-sulfonyl)phenyl]methyl]-2,6-diazaspiro[3.3]heptane